tert-butyl 4-(cyclopropylmethyl)-1H-pyrrole-3-carboxylate C1(CC1)CC=1C(=CNC1)C(=O)OC(C)(C)C